CC(=CCC/C(=C/CC/C(=C/CC/C(=C/CC/C(=C/CC/C(=C/CC/C(=C/CC1=C(C(=CC(=C1)C(=O)O)OC)[O-])/C)/C)/C)/C)/C)/C)C The molecule is a 3-methoxy-4-hydroxy-5-all-trans-polyprenylbenzoate in which the polyprenyl component is specified as heptaprenyl. It is a conjugate base of a 3-methoxy-4-hydroxy-5-all-trans-heptaprenylbenzoic acid.